(S)-4-{2-[4-(2-(2,4-dimethyl-5-oxopiperazin-1-yl)ethoxy)phenyl]quinolin-6-yl}-6-methyl-1,6-dihydro-7H-pyrrolo[2,3-c]pyridin-7-one C[C@@H]1N(CC(N(C1)C)=O)CCOC1=CC=C(C=C1)C1=NC2=CC=C(C=C2C=C1)C=1C2=C(C(N(C1)C)=O)NC=C2